FC1(CCN(CCC1)C1=NC2=CN=CC=C2C=C1C(=O)OCC)F ethyl 2-(4,4-difluoroazepan-1-yl)-1,7-naphthyridine-3-carboxylate